C[C@@H]1N(CCC2(C1)OCCC1=C2C=CS1)C(=O)OC(C)(C)C tert-butyl (2'S)-2'-methylspiro[6,7-dihydrothieno[3,2-c]pyran-4,4'-piperidine]-1'-carboxylate